tert-butyl 5-(1-(tert-butoxycarbonyl)-1H-pyrrol-2-yl)-3,6-dihydropyridine-1(2H)-carboxylate C(C)(C)(C)OC(=O)N1C(=CC=C1)C1=CCCN(C1)C(=O)OC(C)(C)C